OCCCC(CC)O 1,4-dihydroxyhexane